S1(=O)(=O)OOOOS(O1)(=O)=O.[K] potassium peroxy disulfate